(1-propylpyrazol-4-yl)boronic acid C(CC)N1N=CC(=C1)B(O)O